3,3,5-tri-methylcyclohexane CC1(CCCC(C1)C)C